ClC1=NC=C(C(=O)O)C(=C1)F 6-chloro-4-fluoronicotinic acid